C(C)(C)(C)OC([C@@](COC=1C=NC(=CC1)N1C=NC=C1)(C)ON)=O (S)-3-((6-(1H-imidazol-1-yl)pyridin-3-yl)oxy)-2-(aminooxy)-2-methylpropanoic acid tert-butyl ester